4-Methylenedioxypyrrolidone C1OC2CC(NC2O1)=O